Cl.FC(CCC(=O)N)(F)F 4,4,4-trifluorobutanamide hydrochloride